C(#N)C1=CC(=C(C=C(C(=O)OCC(F)(F)F)C(C)=O)C=C1)OC trifluoroethyl 2-(4-cyano-2-methoxy-benzylidene)-3-oxobutyrate